C(C)C(CC(CCSC=1C=C2CCNCC2=CC1)=O)CCC 5-Ethyl-1-((1,2,3,4-tetrahydroisoquinolin-6-yl)thio)octan-3-one